7-phenyl-6-(3-(2-(trifluoromethyl)phenyl)acryloyl)-4-oxa-6-azaspiro[2.4]heptane-5-one C1(=CC=CC=C1)C1N(C(OC12CC2)=O)C(C=CC2=C(C=CC=C2)C(F)(F)F)=O